FC1=CC2=C(N(C=N2)NC2=CC=CC=C2)C(=C1)C (5-fluoro-7-methyl-benzoimidazol-1-yl)-aniline